glycine sulfate salt S(=O)(=O)(O)O.NCC(=O)O